CC=1N=C2N(N=C(C=C2C)C=2N=C3N(C(C2)=O)C=C(C=C3)N3C2(CC2)CNCC3)C1 2-(2,8-dimethylimidazo[1,2-b]pyridazin-6-yl)-7-(4,7-diazaspiro[2.5]octan-4-yl)-4H-pyrido[1,2-a]pyrimidin-4-one